FC1=C(C=CC(=C1)C(C1=CC=CC=C1)O)C(=O)C1=CC(=NN1C=1C=C(CNC(OC(C)(C)C)=O)C=CC1)C(F)(F)F tert-Butyl 3-(5-(2-fluoro-4-(hydroxy(phenyl)methyl)phenylcarbanoyl)-3-(trifluoromethyl)-1H-pyrazol-1-yl)benzylcarbamate